C(CC#C)OCCCCN 4-But-3-ynoxybutan-1-amine